Sodium 2-acryloyloxy-2-vinylmethylpropanesulfonate C(C=C)(=O)OC(CS(=O)(=O)[O-])(C)CC=C.[Na+]